Cl.Cl.N[C@@H]1CN(C[C@@H](C1)C)C1=C(C=NC=C1)NC(=O)C=1C(=C(C(=CC1)F)C1=C(C=C(C=C1F)C#N)F)F N-(4-((3S,5R)-3-amino-5-methylpiperidin-1-yl)pyridin-3-yl)-4'-cyano-2,2',6,6'-Tetrafluoro-[1,1'-biphenyl]-3-carboxamide dihydrochloride